benzyl (3S,7R)-3-(((benzyloxy)carbonyl)amino)-7-(((tertbutyldimethylsilyl)oxy) methyl)-2,3,4,7-tetrahydro-1H-azepine-1-carboxylate C(C1=CC=CC=C1)OC(=O)N[C@@H]1CN([C@H](C=CC1)CO[Si](C)(C)C(C)(C)C)C(=O)OCC1=CC=CC=C1